Cis-1-methyl-3-((5-(1-methyl-1H-benzo[d][1,2,3]triazol-6-yl)pyrrolo[2,1-f][1,2,4]triazin-2-yl)amino)cyclobutan-1-ol CC1(CC(C1)NC1=NN2C(C=N1)=C(C=C2)C=2C=CC1=C(N(N=N1)C)C2)O